(4-((2-(dimethylamino)ethyl)amino)-6-methylpyrimidin-2-yl)urea CN(CCNC1=NC(=NC(=C1)C)NC(=O)N)C